C(C)C1=NN2C(=NC(=CC2=N1)NC(=O)C1CC1)C=1OC(=CC1)C N-[2-ethyl-5-(5-methylfuran-2-yl)-[1,2,4]triazolo[1,5-c]pyrimidin-7-yl]cyclopropanecarboxamide